2-(3-(7-chloro-6-(7-hydroxybenzo[b]thiophen-2-yl)-2-oxo-1,2-dihydroquinolin-3-yl)phenyl)acetic acid ClC1=C(C=C2C=C(C(NC2=C1)=O)C=1C=C(C=CC1)CC(=O)O)C1=CC2=C(S1)C(=CC=C2)O